5-chloro-4-fluoro-3-methylthiobenzamide ClC=1C(=C(C=C(C(=S)N)C1)C)F